C(C)(C)(C)C1=NCN(O1)CC1=C(C=C(C=C1)C1=NC=NN2C1=CC(=C2)CC=O)C 5-tert-butyl-N-[[2-methyl-4-[6-(2-oxoethyl)pyrrolo[2,1-f][1,2,4]triazin-4-yl]phenyl]methyl]-1,2,4-oxadiazole